1-(4-chlorophenyl)pyrrolidin ClC1=CC=C(C=C1)N1CCCC1